Adipohydrazid C(CCCCC(=O)NN)(=O)NN